2,9-dihydro-1H-spiro[8-oxa-2,4,10a-triazanaphtho[2,1,8-cde]azulene-10,1'-cyclopropane] C12(CC1)COC1=C3C4=C(NCN42)C=NC3=CC=C1